4-oxo-1-phenyl-1,4-dihydropyridazine-3-acetic acid ethyl ester C(C)OC(CC1=NN(C=CC1=O)C1=CC=CC=C1)=O